5-bromo-N4-(2-dimethylphosphorylphenyl)-N2-(1-ethylindazol-5-yl)pyrimidine-2,4-diamine BrC=1C(=NC(=NC1)NC=1C=C2C=NN(C2=CC1)CC)NC1=C(C=CC=C1)P(=O)(C)C